1-((S)-1-(1H-indol-4-yl)ethyl)-N5-((1r,4S)-4-hydroxycyclohexyl)-N3-methyl-1H-pyrazole-3,5-dicarboxamide N1C=CC2=C(C=CC=C12)[C@H](C)N1N=C(C=C1C(=O)NC1CCC(CC1)O)C(=O)NC